5-bromo-4-hydrazino-6-(1,3-oxazol-2-yl)pyrimidin-2-amine BrC=1C(=NC(=NC1C=1OC=CN1)N)NN